benzoyl-L-glutamic acid C(C1=CC=CC=C1)(=O)N[C@@H](CCC(=O)O)C(=O)O